C1(CCCCCCCCCCCCCC1)C(=O)OCCCCCC(CCCCCSCC(CCCCCC)O)=O 11-((2-Hydroxyoctyl)thio)-6-oxoundecyl cyclopentadecanecarboxylate